C(CCC(C)C)(=O)OC(C)CC sec-butyl isohexanoate